4-fluoro-N-{phenyl-[4-(prop-2-yl)phenyl]methyl}-1-[2-(1H-pyrazol-3-yl)acetyl]pyrrolidine-2-carboxamide FC1CC(N(C1)C(CC1=NNC=C1)=O)C(=O)NC(C1=CC=C(C=C1)C(C)C)C1=CC=CC=C1